ClC1=CC2=C(N(C(N=C2N2[C@H](CN(CC2)C(C=C)=O)C)=O)C2=C(C=NN2C(C)C)C)N=C1C1=C(C=C(C=C1)F)F 6-chloro-7-(2,4-difluorophenyl)-1-(4-methyl-1-(2-propanyl)-1H-pyrazol-5-yl)-4-((2S)-2-methyl-4-(2-propenoyl)-1-piperazinyl)pyrido[2,3-d]pyrimidin-2(1H)-one